C1(CC1)N1C=NC(=C1)C=1C=C(C=CC1NCC1=C(C=C(C=C1)C(F)(F)F)F)S(=O)(=O)NC 3-(1-cyclopropylimidazol-4-yl)-4-[[2-fluoro-4-(trifluoromethyl)phenyl]methylamino]-N-methyl-benzenesulfonamide